ClC=1C=C(/C=C/C2=CC(CC(C2)(C)C)=C(C#N)C#N)C=CC1O (E)-2-(3-(3-chloro-4-hydroxystyryl)-5,5-dimethylcyclohex-2-en-1-ylidene)malononitrile